5-cyano-N-(3-methyl-1H-indazol-5-yl)-3-(prop-1-en-2-yl)picolinamide C(#N)C=1C=C(C(=NC1)C(=O)NC=1C=C2C(=NNC2=CC1)C)C(=C)C